(R)-5-((1-(5-(3-(Dimethylamino)pyrrolidin-1-yl)pyrazin-2-yl)-1H-imidazol-4-yl)amino)pyrazine-2-carbonitrile CN([C@H]1CN(CC1)C=1N=CC(=NC1)N1C=NC(=C1)NC=1N=CC(=NC1)C#N)C